(1R,9S)-1-amino-4-chloro-9-ethyl-5-fluoro-9-hydroxy-1,2,3,9,12,15-hexahydro-10H,13H-benzo[de]pyrano[3',4':6,7]indolizino[1,2-b]quinoline-10,13-dione 2,2,2-trifluoroacetate salt FC(C(=O)O)(F)F.N[C@@H]1CCC=2C=3C1=C1C(=NC3C=C(C2Cl)F)C2=CC3=C(C(N2C1)=O)COC([C@]3(O)CC)=O